epiiminoethane C1CN1